octyloxy-tetraoxypropylene phosphate P(=O)(OC(COOOOOCCCCCCCC)C)([O-])[O-]